2-(2,3-dichlorophenyl)-2-methyl-4-trimethylsiloxy-5-amino-3(2H)-furanone ClC1=C(C=CC=C1Cl)C1(OC(=C(C1=O)O[Si](C)(C)C)N)C